COC(CN1C(C2=CC=C(C=C2C2(C1=O)CC2)Br)=O)=O 2-(6'-Bromo-1',3'-dioxo-spiro[cyclopropane-1,4'-isoquinoline]-2'-yl)acetic acid methyl ester